ClC1=C(C(=C(C=C1OC)OC)Cl)C1=NC=C2C=C(N=CC2=C1)N[C@@H]1COCC[C@@H]1NC(C=C)=O N-((3S,4S)-3-((7-(2,6-dichloro-3,5-dimethoxyphenyl)-2,6-naphthyridin-3-yl)amino)tetrahydro-2H-pyran-4-yl)acrylamide